3-aminohexane-1-thiol NC(CCS)CCC